C(C)(C)(C)C=1C=C(C=C(C1)C(C)(C)C)C1=CC=C(C=C1)C=C 3',5'-di-tert-butyl-4-vinyl-1,1'-biphenyl